((2R,3S)-1-(1-(4-fluorophenyl)-1H-indazol-5-yl)-5-oxo-4-phenethyl-2-phenylpyrrolidin-3-yl)cyclopropanecarboxamide FC1=CC=C(C=C1)N1N=CC2=CC(=CC=C12)N1[C@H]([C@@H](C(C1=O)CCC1=CC=CC=C1)C1(CC1)C(=O)N)C1=CC=CC=C1